CC1CC(CCC1)O 3-methyl-1-cyclohexanol